2-oxo-3,4-dihydroquinolin O=C1NC2=CC=CC=C2CC1